CC1CCC(NC1)C=1C=CC=2N(C1)C=CN2 6-(5-methylpiperidin-2-yl)imidazo[1,2-a]pyridine